C1(=CC=CC=C1)[C@@H]1CN(CC12CCC2)C(=O)C2=NC=CC(N2)=O (S)-2-[8-phenyl-6-azaspiro[3.4]octane-6-carbonyl]-3H-pyrimidin-4-one